4-(((6-(3,5-bis(trifluoromethyl)benzyl)-5-oxo-5,6,7,8-tetrahydronaphthalen-2-yl)oxy)methyl)-N-hydroxybenzoamide FC(C=1C=C(CC2C(C=3C=CC(=CC3CC2)OCC2=CC=C(C(=O)NO)C=C2)=O)C=C(C1)C(F)(F)F)(F)F